C(C)[Sn]C1=CC=CC=C1 ethyl-phenyl-tin